N'-((3-(1-methoxycyclopropyl)-1,2,3,5,6,7-hexahydro-s-indacen-4-yl)carbamoyl)-6,7-dihydro-5H-pyrazolo[5,1-b][1,3]oxazine-3-sulfonimidamide COC1(CC1)C1CCC2=CC=3CCCC3C(=C12)NC(=O)N=S(=O)(N)C=1C=NN2C1OCCC2